CSC(CC)=O (methylthio)propan-1-one